4-(4-fluorophenyl)-1-((1-methylpyrrolidin-3-yl)methyl)-1H-imidazole FC1=CC=C(C=C1)C=1N=CN(C1)CC1CN(CC1)C